(S)-5-(4-fluorophenoxy)-N-(7-(3-hydroxy-3-methylbut-1-yn-1-yl)-5-methyl-4-oxo-2,3,4,5-tetrahydrobenzo[b][1,4]oxazepin-3-yl)picolinamide FC1=CC=C(OC=2C=CC(=NC2)C(=O)N[C@@H]2C(N(C3=C(OC2)C=CC(=C3)C#CC(C)(C)O)C)=O)C=C1